2-butylcyclohexane C(CCC)C1CCCCC1